(2r,6s)-2-((4-bromophenoxy)methyl)-6-(methoxymethyl)-1,4-dioxan BrC1=CC=C(OC[C@@H]2O[C@H](COC2)COC)C=C1